CNC(N)=S 3-methyl-thiourea